4-(5-bromo-4-fluoro-indol-1-yl)piperidine-1-carboxylate BrC=1C(=C2C=CN(C2=CC1)C1CCN(CC1)C(=O)[O-])F